C(#C)C1=C2CCCC2=CC=C1 4-ethynyl-2,3-dihydro-1H-indene